3-(1,2-dihydroxyethyl)-N-((R)-5-(5-ethyl-1,2,4-oxadiazol-3-yl)-2,3-dihydro-1H-inden-1-yl)benzamide OC(CO)C=1C=C(C(=O)N[C@@H]2CCC3=CC(=CC=C23)C2=NOC(=N2)CC)C=CC1